4-aminobenzoic acid isooctyl ester C(CCCCC(C)C)OC(C1=CC=C(C=C1)N)=O